({2-fluoro-4-methoxy-5-[(2-methoxy-1,3-benzooxazol-4-yl)methoxy]phenyl}carbamoyl)thiophene-2,3-dicarboxylic acid dimethyl ester COC(=O)C=1SC=C(C1C(=O)OC)C(NC1=C(C=C(C(=C1)OCC1=CC=CC2=C1N=C(O2)OC)OC)F)=O